FC=1C=C(C(=O)O)C=C(C1)C1(CC1)C 3-fluoro-5-(1-methylcyclopropyl)benzoic acid